FC1=C2N=C(N=C3C2=C(OC(C2C4CCC(CN32)N4C(=O)[O-])C)N=C1[Sn](CCCC)(CCCC)CCCC)SC 1-fluoro-5-methyl-12-(methylthio)-2-(tributylstannyl)-5a,6,7,8,9,10-hexahydro-5H-4-oxa-3,10a,11,13,14-pentaaza-6,9-methanonaphtho[1,8-ab]heptalene-14-carboxylate